[Cl-].[Cl-].C(CCC)C1(C=CC=C1)[Zr+2]C1(C=CC=C1)CCCC bis-(n-butyl-cyclopentadienyl)zirconium dichloride